3-cyano-5-(trifluoromethylsulfanyl)benzoic acid C(#N)C=1C=C(C(=O)O)C=C(C1)SC(F)(F)F